N=C1N[C@@](CC(N1C)=O)(C=1C=CC=2N(C3=CC=C(C=C3C2C1)C#CC)C)C (S)-2-Imino-3,6-dimethyl-6-(9-methyl-6-(prop-1-yn-1-yl)-9H-carbazol-3-yl)tetrahydropyrimidin-4(1H)-one